N[C@@H]1C2=CC=CC=C2CC12CCN(CC2)C=2NC(C1=C(N2)NN=C1C=1C=2C=CC(=NC2CC(C1)(C)C)Cl)=O (S)-6-(1-amino-1,3-dihydrospiro[indene-2,4'-piperidin]-1'-yl)-3-(2-chloro-7,7-dimethyl-7,8-dihydroquinolin-5-yl)-1,5-dihydro-4H-pyrazolo[3,4-d]pyrimidin-4-one